fmoc-glutamine C(=O)(OCC1C2=CC=CC=C2C2=CC=CC=C12)N[C@@H](CCC(N)=O)C(=O)O